[Ba].F[Ge](=O)O fluoro-germanic acid barium